3-(1-naphthyl)-1-cyclohexyl-formylthiourea C1(=CC=CC2=CC=CC=C12)NC(NC(=O)C1CCCCC1)=S